2-(3,5-dichlorophenyl)benzo[d]oxazole-6-carboxylic acid 1-methylpiperidin-4-yl ester CN1CCC(CC1)OC(=O)C1=CC2=C(N=C(O2)C2=CC(=CC(=C2)Cl)Cl)C=C1